CN1N=CC(=C1)C1=CC=CC2=C1N=C(S2)NC2CC1(CC(C1)OC1=C(C(=O)N)C=CC=N1)C2 2-(((2S,4s,6S)-6-((4-(1-methyl-1H-pyrazol-4-yl)benzo[d]thiazol-2-yl)amino)spiro[3.3]heptan-2-yl)oxy)nicotinamide